C(C1=CC=CC=C1)OC=1C(=C(C=CC1)CO)C1OCCO1 [3-(benzyloxy)-2-(1,3-dioxolan-2-yl)phenyl]methanol